FC1(C(C1)O[C@H]1C[C@@H](N(CC1)CC1=C2C=CNC2=C(C=C1OC)C)C1=CC=C(C(=O)O)C=C1)C 4-((2R,4R)-4-(2-fluoro-2-methylcyclopropoxy)-1-((5-methoxy-7-methyl-1H-indol-4-yl)methyl)piperidin-2-yl)benzoic acid